4-ethynyl-phenylpropyl-dicyclohexyl-methanol C(#C)C1=CC=C(C=C1)CCCC(O)(C1CCCCC1)C1CCCCC1